2,3-dibromo-6-[1-fluoro-2-(2-methoxyethoxy)ethyl]pyridine tert-butyl-6-((2-amino-5-(bis(4-methoxybenzyl)amino)quinazolin-7-yl)oxy)-3,4-dihydroisoquinoline-2(1H)-carboxylate C(C)(C)(C)OC(=O)N1CC2=CC=C(C=C2CC1)OC1=CC(=C2C=NC(=NC2=C1)N)N(CC1=CC=C(C=C1)OC)CC1=CC=C(C=C1)OC.BrC1=NC(=CC=C1Br)C(COCCOC)F